1-Succinimidyl-4-cyano-4-[N-methyl-N-(4-pyridyl)carbamothioylthio]pentanoate CC(CCC(=O)ON1C(=O)CCC1=O)(C#N)SC(=S)N(C)C2=CC=NC=C2